S1C(=CC=C1)\C=C\C=1SC=CC1 (E)-1,2-bis(thiophen-2-yl)ethylene